(1R,4s)-4-(8-(2,6-dichloro-4-cyanophenylamino)-2-((S)-1-hydroxypropan-2-ylamino)-9H-purin-9-yl)-1-methylcyclohexanecarboxamide ClC1=C(C(=CC(=C1)C#N)Cl)NC=1N(C2=NC(=NC=C2N1)N[C@H](CO)C)C1CCC(CC1)(C(=O)N)C